COC/C=C/B1OC(C(O1)(C)C)(C)C [(E)-3-methoxyprop-1-enyl]-4,4,5,5-tetramethyl-1,3,2-dioxaborolane